BrCCC[SiH2]C(OC)OC (3-bromopropyl)dimethoxymethylsilane